C1(=CC=CC=C1)N1C2=CC=CC=C2C=2C=C(C=CC12)C=1C=CC=2NC3=CC=CC=C3C2C1 3-(9-phenyl-9H-carbazole-3-yl)-9H-carbazole